(R)-7-(5-ethynyl-6-fluoroisoquinolin-4-yl)-8-fluoro-N-methyl-2-(4-methylpiperazin-1-yl)-N-(pyrrolidin-2-ylmethyl)pyrido[4,3-d]pyrimidin-4-amine C(#C)C1=C2C(=CN=CC2=CC=C1F)C1=C(C=2N=C(N=C(C2C=N1)N(C[C@@H]1NCCC1)C)N1CCN(CC1)C)F